FC(C1OC(OC1)=O)F 4-difluoromethyl-1,3-dioxolan-2-one